1-(3-(benzyloxy)-4-iodophenyl)ethanone tert-butyl-(R)-4-((1-((benzyloxy)carbonyl)piperidin-4-yl)methyl)-3-(trifluoromethyl)piperazine-1-carboxylate C(C)(C)(C)OC(=O)N1C[C@@H](N(CC1)CC1CCN(CC1)C(=O)OCC1=CC=CC=C1)C(F)(F)F.C(C1=CC=CC=C1)OC=1C=C(C=CC1I)C(C)=O